7-methyl-2-propyl-N-[(1s,4s)-4-{[6-chloro-2-(trifluoromethyl)quinolin-4-yl]amino}cyclohexyl]-1H-1,3-benzodiazole-5-carboxamide CC1=CC(=CC2=C1NC(=N2)CCC)C(=O)NC2CCC(CC2)NC2=CC(=NC1=CC=C(C=C21)Cl)C(F)(F)F